1-(difluoromethyl)-4-nitro-1H-pyrazole FC(N1N=CC(=C1)[N+](=O)[O-])F